sodium tetradeuterioboranuide [2H][B-]([2H])([2H])[2H].[Na+]